COC=1C=2C=3N(C(=NC2C=CC1)N[C@H]1C(NCCNC1)=O)N=C(N3)C3=CC=C(C=C3)OC (6R)-6-{[10-methoxy-2-(4-methoxyphenyl)[1,2,4]triazolo[1,5-c]quinazolin-5-yl]amino}-1,4-diazepan-5-one